1,6-dihydro-2-methyl-6-oxo-[3,4-bipyridine]-5-carbonitrile CC=1NC(C(=CC1C1=CC=NC=C1)C#N)=O